FC(C1=CC=C(OC2=CC=C3C(=N2)OCCC3=O)C=C1)(F)F 7-{4-(trifluoromethyl)phenoxy}-2,3-dihydro-4H-pyrano[2,3-b]pyridin-4-one